2'-methoxybiphenyl-4-carboxylic acid COC1=C(C=CC=C1)C1=CC=C(C=C1)C(=O)O